N(=[N+]=[N-])C1CCN(CC1)CC(CN1N=CN=C1)(O)C1=C(C=C(C=C1)F)F 1-(4-azidopiperidin-1-yl)-2-(2,4-difluorophenyl)-3-(1H-1,2,4-triazol-1-yl)propan-2-ol